3,4,5-Tris(2,5,8,11,14,17,20,23,26,29,32-undecaoxatetratriacontan-34-yloxy)-N-(2-aminoethyl)benzamide COCCOCCOCCOCCOCCOCCOCCOCCOCCOCCOCCOC=1C=C(C(=O)NCCN)C=C(C1OCCOCCOCCOCCOCCOCCOCCOCCOCCOCCOCCOC)OCCOCCOCCOCCOCCOCCOCCOCCOCCOCCOCCOC